2,6-dihydro-pyrimidine N1CNC=CC1